C(C)(C)C1CN(CCN1C1=NC=NC(=N1)C1=CC=C(C=C1)COC)C(=O)NC1(CCN2CCC1CC2)C 3-isopropyl-4-(4-(4-(methoxymethyl)phenyl)-1,3,5-triazin-2-yl)-N-(4-methyl-1-azabicyclo[3.2.2]non-4-yl)piperazine-1-carboxamide